N-Benzyl-N'-{3-fluoro-4-[6-methoxy-7-(1-methyl-piperidin-4-ylmethoxy)-quinolin-4-yloxy]-phenyl}-oxalamide C(C1=CC=CC=C1)NC(C(=O)NC1=CC(=C(C=C1)OC1=CC=NC2=CC(=C(C=C12)OC)OCC1CCN(CC1)C)F)=O